8,9-dichloro-7-(3-fluoro-2-pyridinyl)-5H-pyrimido[1,2-a][1,4]benzodiazepine-3-One ClC1=C(C=CC2=C1C(=NCC=1N2C=CC(N1)=O)C1=NC=CC=C1F)Cl